COC1=NC(=CC=C1[C@@H]1[C@@H](O[C@]([C@H]1C)(C(F)(F)F)C)C(=O)NC1=CC(=NC=C1)C(=O)N)C(F)(F)F (2R,3R,4S,5R)-4-[[3-[2-Methoxy-6-(trifluoromethyl)-3-pyridyl]-4,5-dimethyl-5-(trifluoromethyl)tetrahydrofuran-2-carbonyl]amino]pyridin-2-carboxamid